O=C([C@H](O)[C@@H](O)[C@H](O)[C@H](O)C(=O)[O-])[O-].[K+].[K+] Kalium glucarate